C[C@H]1[C@H](CC[C@@H](O1)O[C@@]2(CC3=C(C(=O)C2)C4=C(C=C3)C(=O)C5=C(C4=O)C=CC(=C5O)[C@H]6C[C@@H]7[C@@H]([C@H](O6)C)O[C@H]8[C@@H](O7)CC(=O)[C@@H](O8)C)C)O[C@H]9C=CC(=O)[C@@H](O9)C The molecule is an angucycline antibiotic that consists of a tetrangomycin skeleton linked to deoxy sugars through C-glycosidic and O-glycosidic bonds at positions 9 and 3 respectively. It is isolated from Streptomyces sp.KY002 and exhibits cytotoxicity against human lung cancer and MCF-7 human breast cancer cells. It has a role as an antineoplastic agent. It is a C-glycosyl compound, a glycoside and an angucycline antibiotic. It derives from a tetrangomycin.